ClC1=CC=C(C=C1)NC(N(C)C1=CC=2OC(C(=CC2S1)C(=O)O)=O)=O 2-(3-(4-chlorophenyl)-1-methylureido)-5-oxo-5H-thieno[3,2-b]pyran-6-carboxylic acid